6-(6-(difluoromethoxy)pyridin-3-yl)-2-((5-(4-fluorophenyl)-1,3,4-thiadiazol-2-yl)methyl)pyridazin-3(2H)-one FC(OC1=CC=C(C=N1)C=1C=CC(N(N1)CC=1SC(=NN1)C1=CC=C(C=C1)F)=O)F